NC=1C2=C(N=CN1)C(=CS2)C2(O[C@@H]([C@H]([C@H]2OCC2=CC=CC=C2)OCC2=CC=CC=C2)COCC2=CC=CC=C2)O (3R,4R,5R)-2-(4-aminothieno[3,2-d]pyrimidin-7-yl)-3,4-bis(benzyloxy)-5-((benzyloxy)methyl)tetrahydrofuran-2-ol